2-(1-(2-cyanophenyl)-1-(1-(2-(dimethylamino)ethyl)-1H-pyrazol-4-yl)propan-2-yl)-5-hydroxy-N-(isoxazol-4-yl)-1-methyl-6-oxo-1,6-dihydropyrimidine-4-carboxamide C(#N)C1=C(C=CC=C1)C(C(C)C=1N(C(C(=C(N1)C(=O)NC=1C=NOC1)O)=O)C)C=1C=NN(C1)CCN(C)C